hydroxy-2-(4-methoxyphenyl)-8-(3-methyl-2-butenyl)-4H-1-benzopyran-4-one OC1=C(OC2=C(C1=O)C=CC=C2CC=C(C)C)C2=CC=C(C=C2)OC